C(C)N(CC(=O)OCC1=CC(=CC=C1Cl)Cl)C(\C=C\C1=CC=C(C=C1)OCC1=C(C=C(C(=C1)F)F)F)=O (3,6-dichlorophenyl)methanol ethyl-(E)-(3-(4-((2,4,5-trifluorobenzyl)oxy)phenyl)acryloyl)glycinate